COCC1=CC2=C(N=C(O2)C2(CCNCC2)C)C=C1 6-(methoxymethyl)-2-(4-methylpiperidin-4-yl)-1,3-benzoxazole